1-((3S,4R)-4-(4-fluorophenyl)-1-(2-methoxyethyl)pyrrolidin-3-yl)-3-(4-methyl-1-phenyl-3-(2,2,2-trifluoroethoxy)-1H-pyrazol-5-yl)urea FC1=CC=C(C=C1)[C@H]1[C@@H](CN(C1)CCOC)NC(=O)NC1=C(C(=NN1C1=CC=CC=C1)OCC(F)(F)F)C